NC=1C=CC(=NC1)OC1=CC2=C(C(=NO2)NS(=O)(=O)C=2C=C3CCCC3=CC2OC)C(=C1)OC N-(6-((5-aminopyridin-2-yl)oxy)-4-methoxybenzo[d]isoxazol-3-yl)-6-methoxy-2,3-dihydro-1H-indene-5-sulfonamide